CN1C(=NN=C1)C1=C(C=CC=C1)C1=CC(=NC(=C1)N1C(C2=CC=CC(=C2C1)C(F)(F)F)=O)CC(=O)OC(C)(C)C tert-Butyl 2-(4-(2-(4-methyl-4H-1,2,4-triazol-3-yl)phenyl)-6-(1-oxo-4-(trifluoromethyl)isoindolin-2-yl)pyridin-2-yl)acetate